cadmium-aluminum magnesium sulfur [S].[Mg].[Al].[Cd]